C(CC(C)C)OC1=CC=C(C=C1)N=NC1=CC=C(C=C1)C (4-(isopentyloxy)phenyl)-2-(p-tolyl)diazene